COC1=C(C=CC=C1)B(O)O 2-(methoxy)phenylboronic acid